OC1(C(C2=CC=CC=C2C=C1)C(=O)O)C(=O)O 2-hydroxy-1,2-dihydronaphthalenedicarboxylic acid